(8-((4-(cyclopropylamino)-5-(trifluoromethyl)-7H-pyrrolo[2,3-d]pyrimidin-2-yl)amino)-2,3-dihydrobenzo[b][1,4]dioxin-5-yl)(4-(oxetan-3-yl)piperazin-1-yl)methanone C1(CC1)NC=1C2=C(N=C(N1)NC1=CC=C(C3=C1OCCO3)C(=O)N3CCN(CC3)C3COC3)NC=C2C(F)(F)F